benzyl ((1S)-(4,4-difluorocyclohexyl)(6-((2-oxopyrrolidin-3-yl)methyl)imidazo[1,2-b]pyridazin-2-yl)methyl)carbamate FC1(CCC(CC1)[C@@H](C=1N=C2N(N=C(C=C2)CC2C(NCC2)=O)C1)NC(OCC1=CC=CC=C1)=O)F